4-chloro-2-(methanesulfonyl)-6-(1,4-oxazepan-4-yl)pyrimidine-5-carbonitrile ClC1=NC(=NC(=C1C#N)N1CCOCCC1)S(=O)(=O)C